COC1=CC=C(C=C1)C=CC=NC1=CC=CC=C1 3-(4-methoxyphenyl)-N-phenylprop-2-en-1-imine